1-[4-[3-(4-amino-2-fluoro-phenyl)-4-[(2,4-dimethoxyphenyl)methylamino]pyrazolo[4,3-c]pyridin-1-yl]-1-piperidyl]-2-methyl-propan-1-one NC1=CC(=C(C=C1)C1=NN(C2=C1C(=NC=C2)NCC2=C(C=C(C=C2)OC)OC)C2CCN(CC2)C(C(C)C)=O)F